5-amino-2-((tert-butoxycarbonyl)amino)-4-phenylhexanoic acid isopropyl ester C(C)(C)OC(C(CC(C(C)N)C1=CC=CC=C1)NC(=O)OC(C)(C)C)=O